2-((5,6-Difluoroisoindolin-2-yl)methyl)-5-((1-(methylsulfonyl)piperidin-4-yl)methoxy)-4H-pyran-4-one FC=1C=C2CN(CC2=CC1F)CC=1OC=C(C(C1)=O)OCC1CCN(CC1)S(=O)(=O)C